octadec-2,13-dien-1-ylacetate C(C=CCCCCCCCCCC=CCCCC)CC(=O)[O-]